NCC1N(CCCC1)C(=O)C=1C=C2OCCN3C(=NC(C1)=C32)C=3N(C2=CC=CC=C2C3)CC3CC3 (2-(aminomethyl)piperidin-1-yl)(2-(1-(cyclopropylmethyl)-1H-indol-2-yl)-3,4-dihydro-5-oxa-1,2a-diazaacenaphthylen-7-yl)methanone